styrenesulfonic acid natrium [Na].C(=CC1=CC=CC=C1)S(=O)(=O)O